The molecule is a 1,3-diglyceride obtained by the formal acylation of positions 1 and 3 of glycerol by hexadecanoic (palmitic) acid. It is a 1,3-diglyceride and a dihexadecanoylglycerol. It derives from a hexadecanoic acid. CCCCCCCCCCCCCCCC(=O)OCC(COC(=O)CCCCCCCCCCCCCCC)O